Hydroxyandrostan OC[C@@]12CCC[C@H]1[C@@H]1CCC3CCCC[C@]3(C)[C@H]1CC2